(S)-2,2'-dimethoxy-1,1'-binaphthyl-3,3'-diboronic acid COC1=C(C2=CC=CC=C2C=C1B(O)O)C1=C(C(=CC2=CC=CC=C12)B(O)O)OC